[Si](C1=CC=CC=C1)(C1=CC=CC=C1)(C(C)(C)C)O[C@@H]1C[C@@H](N(C1)C(=O)OC(C)(C)C)[C@@H](C)O tert-Butyl (2R,4R)-4-((tert-butyldiphenylsilyl)oxy)-2-((R)-1-hydroxyethyl)pyrrolidin-1-carboxylate